silicon hydroxyl-1-propyl-potassium OCCC[K].[Si]